[Si](C)(C)(C(C)(C)C)OCCC/C=C/C(=O)OCC1=CC=CC=C1 (E)-benzyl 6-((tert-butyldimethylsilyl)oxy)hex-2-enoate